3-((3S,4R)-4-hydroxytetrahydrofuran-3-yl)-8-(1-methyl-1H-pyrazol-4-yl)-6-(2-(trifluoromethyl)thiazol-5-yl)pyrido[3,4-d]pyrimidin-4(3H)-one O[C@@H]1[C@H](COC1)N1C=NC2=C(C1=O)C=C(N=C2C=2C=NN(C2)C)C2=CN=C(S2)C(F)(F)F